C(C)(C)N(C(C)C)[Si](F)(F)N(C(C)C)C(C)C bis-diisopropylamino-difluoro-silane